BrC=1C=CC=2N(C3=CC=C(C=C3C2C1)Br)C1=CC(=CC(=C1)C(F)(F)F)C(F)(F)F 3,6-dibromo-9-(3,5-bistrifluoromethylphenyl)carbazole